C(C)(C)(C)C1=CC=C(C=C1)C(CCCCC)([Li])C1=CC(=CC=C1)C(CCCCC)(C1=CC=C(C=C1)C(C)(C)C)[Li] 1,3-bis(1-(4-(t-butyl)phenyl)1-lithiohexyl)-benzene